1-palmitoyl-2-arachidonoyl-sn-glycero-3-phospho-L-serine C(CCCCCCCCCCCCCCC)(=O)OC[C@@H](OC(CCC\C=C/C\C=C/C\C=C/C\C=C/CCCCC)=O)COP(=O)(O)OC[C@H](N)C(=O)O